C(C)C1=C(CN2C[C@H](CC2)C(=O)O)C=CC(=C1)/C(/C)=N/OCC1=CC(=C(C=C1)N1CCCC1)C (S,E)-1-(2-ethyl-4-(1-(((3-methyl-4-(pyrrolidin-1-yl)benzyl)oxy)imino)ethyl)benzyl)pyrrolidine-3-carboxylic acid